glutaric acid 1,5-dimethyl ester COC(CCCC(=O)OC)=O